tert-butyl (6-(5-(hydroxymethyl)-1-methyl-1H-pyrazol-4-yl)-2-methyl pyridin-3-yl)carbamate OCC1=C(C=NN1C)C1=CC=C(C(=N1)C)NC(OC(C)(C)C)=O